C(C)OC1=C(C=2N(C=C1NC(=O)C=1C(N(C=CC1)C)=O)C=C(N2)CCC(C)(C)O)F N-[7-ethoxy-8-fluoro-2-(3-hydroxy-3-methyl-butyl)imidazo[1,2-a]pyridin-6-yl]-1-methyl-2-oxo-pyridine-3-carboxamide